C(C)[C@@H]1N(C[C@H](N(C1)C(C)C1=NC=C(C=C1)C(F)(F)F)CC)C=1C=2N(N(C(C1)=O)C)C=C(N2)CC#N 2-(8-((2S,5R)-2,5-diethyl-4-(1-(5-(trifluoromethyl)pyridin-2-yl)ethyl)piperazin-1-yl)-5-methyl-6-oxo-5,6-dihydroimidazo[1,2-b]pyridazin-2-yl)acetonitrile